di-n-propylamine CCCNCCC